ClC=1C=C(C=CC1F)NC1=NC=NC2=CC(=C(C=C12)NC(\C=C\CN1CCNCC1)=O)OC (E)-N-(4-((3-chloro-4-fluorophenyl)amino)-7-methoxyquinazol-6-yl)-4-(piperazin-1-yl)but-2-enamide